4-[methyl-[1-(2-pyrimidin-2-yl-1,2,4-triazol-3-yl)ethyl]amino]-1-(2,2,2-trifluoroethyl)-6-(trifluoromethyl)quinazolin-2-one CN(C1=NC(N(C2=CC=C(C=C12)C(F)(F)F)CC(F)(F)F)=O)C(C)C=1N(N=CN1)C1=NC=CC=N1